oxo-1',2'-dihydrospiro[pyrrolidine-3,3'-pyrrolo[2,3-b]pyridine]-5-carboxamide hydrochloride Cl.O=C1C2(C=3C(=NC=CC3)N1)CNC(C2)C(=O)N